N-(2-(1-(2-(3-aza-spiro[5.5]undec-9-yl)ethyl)piperidin-4-yl)-6-methoxy-2H-indazol-5-yl)-6-(trifluoromethyl)pyridinecarboxamide C1CNCCC12CCC(CC2)CCN2CCC(CC2)N2N=C1C=C(C(=CC1=C2)NC(=O)C2=NC(=CC=C2)C(F)(F)F)OC